NC1=CN=C(C=C1C(=O)N(C)C)NC=1N=CC2=CN=C(C=C2C1)C=1C=NC=CC1C 5-amino-N,N-dimethyl-2-((6-(4-methylpyridin-3-yl)-2,7-naphthyridin-3-yl)amino)isonicotinamide